C1(CC1)OC1=CC=CC(=N1)C=1N=NN(C1)C=1C=C2CN(C(C2=CC1)=O)C1C(NC(CC1)=O)=O 3-(5-(4-(6-cyclopropoxypyridin-2-yl)-1H-1,2,3-triazol-1-yl)-1-oxoisoindolin-2-yl)piperidine-2,6-dione